6,7-dimethoxy-2-[4-(2-methylpyrimidin-4-yl)piperazin-1-yl]quinazolin-4-amine COC=1C=C2C(=NC(=NC2=CC1OC)N1CCN(CC1)C1=NC(=NC=C1)C)N